NC1C=2C=CC=C(C2CC12CCN(CC2)C2=NC=C(C=1N2C=NN1)I)O 1-amino-1'-(8-iodo-[1,2,4]triazolo[4,3-c]pyrimidin-5-yl)-1,3-dihydrospiro[indene-2,4'-piperidine]-4-ol